6-[8-(1,3-benzothiazol-2-ylcarbamoyl)-3,4-dihydroisoquinolin-2(1H)-yl]-3-(1-{[3-methoxytricyclo[3.3.1.13,7]dec-1-yl]methyl}-1H-pyrazol-4-yl)pyridine-2-carboxylic acid S1C(=NC2=C1C=CC=C2)NC(=O)C=2C=CC=C1CCN(CC21)C2=CC=C(C(=N2)C(=O)O)C=2C=NN(C2)CC21CC3(CC(CC(C2)C3)C1)OC